BrC1=CC=C(C=C1)C1C2=CC=C(C=C2CCC12CCOCC2)OC 1-(4-Bromophenyl)-6-methoxy-2',3,3',4,5',6'-hexahydro-1H-spiro[naphthalene-2,4'-pyran]